FC1=NC(=CC=C1C1=CC=2C3=C(C=NC2C=C1)N(C(N3C(C)C)=O)C)OCCCN3CCCC3 8-[2-Fluoro-6-(3-pyrrolidin-1-ylpropoxy)-3-pyridyl]-1-isopropyl-3-methylimidazo[4,5-c]chinolin-2-on